ClC=1C(=CC(=NC1)NC1=NC=CC(=C1)C1CNCC1)NC1=C(C=CC=C1)S(=O)(=O)N(C)C 2-((5-chloro-2-((4-(pyrrolidin-3-yl)pyridin-2-yl)amino)pyridin-4-yl)amino)-N,N-dimethylbenzenesulfonamide